BrC1=C(C=CC(=C1)CBr)F 2-bromo-4-bromomethyl-1-fluorobenzene